BrC1=NC=CC(=C1)C1(CN(CC1)C(C1=CC=C(C=C1)OC)=O)C(=O)OC methyl 3-(2-bromopyridin-4-yl)-1-(4-methoxybenzoyl)pyrrolidine-3-carboxylate